6-[3-(6-methyl-2-pyridyl)-1H-pyrazol-4-yl]-1,5-naphthyridin-3-amine CC1=CC=CC(=N1)C1=NNC=C1C=1N=C2C=C(C=NC2=CC1)N